(3-((S)-1-(8-amino-1-methylimidazo[1,5-a]pyrazin-3-yl)ethyl)-5-chloro-6-fluoro-2-isopropoxyphenyl)((R)-3-methoxypiperidin-1-yl)methanone NC=1C=2N(C=CN1)C(=NC2C)[C@@H](C)C=2C(=C(C(=C(C2)Cl)F)C(=O)N2C[C@@H](CCC2)OC)OC(C)C